C1(=CC=CC=C1)CCN1CCC(CC1)N(C(CCC)=O)C1=CC=CC=C1 N-(1-(2-phenylethyl)-4-piperidinyl)-N-phenylbutyramide